OC1=CC(=NC(=C1)S(=O)(=O)C)C1=CN(C2=CN=C(C=C21)NC(C)=O)C N-(3-(4-hydroxy-6-(methylsulfonyl)pyridin-2-yl)-1-methyl-1H-pyrrolo[2,3-c]pyridin-5-yl)acetamide